OC=1C=C(C=C(C1)[N+](=O)[O-])C(=O)N1CCOCC1 (3-hydroxy-5-nitrophenyl)(morpholino)methanone